C(C)(=O)C1=C(C=CC=C1C1=NN(C=N1)C)NC1=C(N=NC(=C1)Cl)C(=O)NC([2H])([2H])[2H] 4-((2-Acetyl-3-(1-methyl-1H-1,2,4-triazol-3-yl)phenyl)amino)-6-chloro-N-(methyl-d3)pyridazine-3-carboxamide